(4-iodo-1,5-dimethyl-pyrazol-3-yl)methanol IC=1C(=NN(C1C)C)CO